2,2-difluoro-3-methylcyclopropanecarbohydrazide FC1(C(C1C)C(=O)NN)F